C(C)(C)NCCCNC(C)C N,N'-Diisopropyl-1,3-propanediamine